NC=1C=NN(C1)[C@@H]1[C@@H](CN(CC1)C(=O)OC(C)(C)C)F tert-butyl (3R,4S)-4-(4-amino-1H-pyrazol-1-yl)-3-fluoropiperidine-1-carboxylate